(E)-ethyl but-2-enoate C(\C=C\C)(=O)OCC